FC=1C=C(C=CC1N1CCN(CC1)CC1CCN(CC1)CC=1C=C2C(=CN(C2=CC1)CCCC(C)C)C1=CC=C(C=C1)OC(F)(F)F)NC1C(NC(CC1)=O)=O 3-((3-fluoro-4-(4-((1-((1-(4-methylpentyl)-3-(4-(trifluoromethoxy)phenyl)-1H-indol-5-yl)methyl)piperidin-4-yl)methyl)piperazin-1-yl)phenyl)amino)piperidine-2,6-dione